OC=1C=C(C=CC1OC)B(O)O 3-HYDROXY-4-METHOXYPHENYLBORONIC ACID